1,2,3,4-tetra(mercaptoethyl)benzene SCCC1=C(C(=C(C=C1)CCS)CCS)CCS